racemic-(Z)-3-chloro-1-(trans-3-((5-fluoropyrimidin-2-yl)amino)-4-((4-(trifluoromethyl)benzyl)oxy)pyrrolidin-1-yl)prop-2-en-1-one Cl\C=C/C(=O)N1C[C@H]([C@@H](C1)OCC1=CC=C(C=C1)C(F)(F)F)NC1=NC=C(C=N1)F